(3S,4R)-3-hydroxy-2,2-dimethyl-4-(3-oxocyclopenten-1-yl)oxy-3,4-dihydrochromene-6-carbonitrile O[C@@H]1C(OC2=CC=C(C=C2[C@H]1OC1=CC(CC1)=O)C#N)(C)C